Di-tert-butyl(2',4',6'-triisopropyl-3,6-dimethoxy-[1,1'-biphenyl]-2-yl)phosphane C(C)(C)(C)P(C1=C(C(=CC=C1OC)OC)C1=C(C=C(C=C1C(C)C)C(C)C)C(C)C)C(C)(C)C